para-xylylene disulfide C12=CC=C(C=C1)CSSC2